N-(1-(2,6-dimethoxyphenyl)-2-(6-ethoxypyridin-2-yl)-1H-imidazo[4,5-b]pyrazin-6-yl)-N'-methyl-N'-cyclopropylsulfamide COC1=C(C(=CC=C1)OC)N1C(=NC=2C1=NC(=CN2)NS(=O)(=O)N(C2CC2)C)C2=NC(=CC=C2)OCC